FC1=C(C(=CC=C1)F)C#CC=1C=CC(=NC1)N(C)C 5-((2,6-difluorophenyl)ethynyl)-N,N-dimethylpyridin-2-amine